C(C1=CC=CC=C1)OC([C@@H](CC(=O)O)NC(=O)OC(C)(C)C)=O (3R)-4-benzyloxy-3-(tert-butoxycarbonylamino)-4-oxobutyric acid